(S)-tert-butyl 2-(2-((R)-2-hydroxy-2-phenylacetyl)-6-(3-methyl-1H-pyrrolo[2,3-b]pyridine-5-yl)-1,2,3,4-tetrahydroisoquinolin-8-yl)pyrrolidine-1-carboxylate O[C@@H](C(=O)N1CC2=C(C=C(C=C2CC1)C=1C=C2C(=NC1)NC=C2C)[C@H]2N(CCC2)C(=O)OC(C)(C)C)C2=CC=CC=C2